3,5-di(1H-imidazol-1-yl)pyridine tert-Butyl-N-[4-cyano-5-[4-[2-[[3-(1,1-difluoro-2,2-dimethylpropyl)isoxazol-5-yl]amino]-2-oxoethyl]phenyl]-2-isopropyl-pyrazol-3-yl]carbamate C(C)(C)(C)OC(NC=1N(N=C(C1C#N)C1=CC=C(C=C1)CC(=O)NC1=CC(=NO1)C(C(C)(C)C)(F)F)C(C)C)=O.N1(C=NC=C1)C=1C=NC=C(C1)N1C=NC=C1